BrC1=C(C=CC=C1)N1C(=NN=C1)C1=CC=CC(=N1)N1CC=2C(=NC(=CC2C1=O)N(C)C(C)C)COC(NC)=O ((2-(6-(4-(2-bromophenyl)-4H-1,2,4-triazol-3-yl)pyridin-2-yl)-6-(isopropyl(methyl)amino)-1-oxo-2,3-dihydro-1H-pyrrolo[3,4-c]pyridin-4-yl)methyl)(methyl)carbamate